NC=1C(NC2=C3N=CC=CC3=C(C=C2C1C1=C2C=NNC2=C(C=C1)F)N1CCN(CC1)CC(F)F)=O 3-amino-6-[4-(2,2-difluoroethyl)piperazin-1-yl]-4-(7-fluoro-1H-indazol-4-yl)-1H-1,10-phenanthrolin-2-one